N1=CC=C(C=C1)C1=CSC=2C1=NC(=CC2)NC2=NC=NC=C2 3-(pyridin-4-yl)-N-(pyrimidin-4-yl)thieno[3,2-b]pyridin-5-amine